N-Ethyl-3-(3-(4-fluorophenyl)-4-oxo-3,4-dihydrophthalazin-1-yl)benzenesulfonamide C(C)NS(=O)(=O)C1=CC(=CC=C1)C1=NN(C(C2=CC=CC=C12)=O)C1=CC=C(C=C1)F